C(C1=CC(=CC=C1O)C)C1=CC(=CC=C1O)C Methylenebisp-cresol